4-((2-oxabicyclo[2.2.2]octan-4-yl)methoxy)-7-(1H-pyrazol-3-yl)quinolin-2-amine C12OCC(CC1)(CC2)COC2=CC(=NC1=CC(=CC=C21)C2=NNC=C2)N